2-(5-{5-[(R)-(1,3-dimethyl-azetidin-3-yl)-hydroxy-(4-isopropyl-phenyl)-methyl]-pyridin-3-yl}-[1,2,4]Oxadiazol-3-yl)-2-methyl-propan-1-ol CN1CC(C1)(C)[C@@](C=1C=C(C=NC1)C1=NC(=NO1)C(CO)(C)C)(C1=CC=C(C=C1)C(C)C)O